(Z)-5-((6-fluoro-1-phenyl-1H-indol-3-yl)methylene)thiazolidine-2,4-dione FC1=CC=C2C(=CN(C2=C1)C1=CC=CC=C1)\C=C/1\C(NC(S1)=O)=O